(1R,2S)-2-(3-((6-(1,1-dioxidothiomorpholino)-5-methoxy-2-methylpyrimidin-4-yl)amino)-1H-indazol-6-yl)-5'-methoxyspiro[cyclopropane-1,3'-indolin]-2'-one O=S1(CCN(CC1)C1=C(C(=NC(=N1)C)NC1=NNC2=CC(=CC=C12)[C@@H]1C[C@@]12C(NC1=CC=C(C=C21)OC)=O)OC)=O